2-(2-Methoxy-5-(methyl-(2-methylquinazolin-4-yl)amino)phenyl)hexanamide COC1=C(C=C(C=C1)N(C1=NC(=NC2=CC=CC=C12)C)C)C(C(=O)N)CCCC